FC1=C(C=CC(=C1)F)C1=CC(=NO1)C(=O)NCC(C)(C=1C=NN(C1)C)C1=NC(=CC=C1)NS(=O)(=O)C 5-(2,4-difluorophenyl)-N-[2-[6-(methanesulfonamido)-2-pyridyl]-2-(1-methylpyrazol-4-yl)propyl]isoxazole-3-carboxamide